CC1(C=CC=C1)[Sc](NC(C(CCC)CCC)=O)C1(C=CC=C1)C bis(methylcyclopentadienyl)(di-n-propyl-acetamido)scandium